N,N-di(2-ethyl)hexyl-acetamide CCN(C(CCCCCCC)=O)CC